BrC1=CC=C(C=C1)[C@]12[C@](C=3C(=NC(=CC3O1)Cl)OC)(C([C@@H]([C@H]2C2=CC=CC=C2)CO)CN(C)C)O |r| rac-(5aR,6S,7R,8aR)-5a-(4-bromophenyl)-3-chloro-8-((dimethylamino)methyl)-7-(hydroxymethyl)-1-methoxy-6-phenyl-5a,6,7,8-tetrahydro-8aH-cyclopenta[4,5]furo[3,2-c]pyridin-8a-ol